C(C)(=O)N1C[C@H](CC1)OC=1C(=CC(=C(C(=O)OC)C1)N)Br methyl (S)-5-((1-acetylpyrrolidin-3-yl) oxy)-2-amino-4-bromobenzoate